Cl.CNC(=O)C1=CSC=2C1=NC(=CC2C(F)(F)F)C2CC1(CNC1)C2 n-methyl-5-(2-azaspiro[3.3]hept-6-yl)-7-(trifluoromethyl)thieno[3,2-b]pyridine-3-carboxamide hydrochloride